pyrido[3,4-d]pyridazin-1-amine C1(=C2C(=CN=N1)C=NC=C2)N